1-methyl-N-[(1s,4s)-4-{[2,6-bis(trifluoromethyl)pyridin-4-yl]amino}cyclohexyl]-1,2,3,4-tetrahydroquinoline-6-carboxamide CN1CCCC2=CC(=CC=C12)C(=O)NC1CCC(CC1)NC1=CC(=NC(=C1)C(F)(F)F)C(F)(F)F